COC1=CC=C(C=C1)C1=CC(OC2=C(C(=CC=C12)OC([C@H](CC1=CNC2=CC=CC=C12)NC(=O)OC(C)(C)C)=O)C)=O [4-(4-Methoxyphenyl)-8-methyl-2-oxochromen-7-yl](2S)-3-(1H-indol-3-yl)-2-[(2-methylpropan-2-yl)oxycarbonylamino]propanoate